CC1=NC=NO1 5-Methyl-1,2,4-oxadiazol